2-[8-[4-[8-chloro-7-[2-methyl-3-(2-trimethylsilylethoxymethyl)benzimidazol-5-yl]oxy-quinoxalin-2-yl]pyrazol-1-yl]-1,4-dioxaspiro[4.5]decan-8-yl]acetaldehyde ClC=1C(=CC=C2N=CC(=NC12)C=1C=NN(C1)C1(CCC2(OCCO2)CC1)CC=O)OC1=CC2=C(N=C(N2COCC[Si](C)(C)C)C)C=C1